N-(2-(7-methoxycinnolin-4-yl)-2-azaspiro[3.3]heptan-6-yl)-N-methylsulfamide COC1=CC=C2C(=CN=NC2=C1)N1CC2(C1)CC(C2)N(S(=O)(=O)N)C